CC=1C(N(C=CC1)CC1=CC=C(C=C1)C1=NOC(=N1)C(F)(F)F)=O 3-methyl-1-[[4-[5-(trifluoromethyl)-1,2,4-oxadiazol-3-yl]phenyl]methyl]pyridin-2-one